Cytidine 5'-Monophosphate P(=O)(O)(O)OC[C@@H]1[C@H]([C@H]([C@@H](O1)N1C(=O)N=C(N)C=C1)O)O